CO[Si](CCCN(CCCN(C)C)CCC[Si](OC)(OC)OC)(OC)OC bis(3-trimethoxysilylpropyl)-(3-dimethylaminopropyl)amine